C(C1=CC=CC=C1)N1CC(C(CC1)(O)C#C)CC1=CNC2=CC(=C(C=C12)F)F 1-benzyl-3-((5,6-difluoro-1H-indol-3-yl)methyl)-4-ethynylpiperidin-4-ol